N-(4-(trifluoromethyl)benzyl)indoline-2-carboxamide FC(C1=CC=C(CNC(=O)C2NC3=CC=CC=C3C2)C=C1)(F)F